FC=1C=CC=C2C=NC=NC12 8-fluoroquinazoline